(1S,4S,5R)-5-[[1-cyclopropyl-4-(2,6-dichlorophenyl)-1H-pyrazol-5-yl]methoxy]-2-azabicyclo[2.2.1]heptane C1(CC1)N1N=CC(=C1CO[C@H]1[C@@H]2CN[C@H](C1)C2)C2=C(C=CC=C2Cl)Cl